2-(4-chlorophenyl)-1,4-bis(2,4-dimethylphenyl)butane-1,4-dione ClC1=CC=C(C=C1)C(C(=O)C1=C(C=C(C=C1)C)C)CC(=O)C1=C(C=C(C=C1)C)C